3-(3-(4-(1-((6-((6-acetyl-8-cyclopentyl-5-methyl-7-oxo-7,8-dihydropyrido[2,3-d]pyrimidin-2-yl)amino)pyridin-3-yl)methyl)piperidin-3-yl)piperazin-1-yl)phenyl)piperidine C(C)(=O)C1=C(C2=C(N=C(N=C2)NC2=CC=C(C=N2)CN2CC(CCC2)N2CCN(CC2)C=2C=C(C=CC2)C2CNCCC2)N(C1=O)C1CCCC1)C